C(C)(=O)OCC(=O)NC1=CC=C(C=C1)C1=CC=C2C(=N1)SC(=N2)NC(C2=CN=C(C=C2C2=C(C=CC(=C2)C#N)OC)C)=O 2-((4-(2-(4-(5-cyano-2-methoxyphenyl)-6-methylnicotinamido) thiazolo[5,4-b]pyridin-5-yl) phenyl) amino)-2-oxoethyl acetate